C1(CC1)CN1C(N(C(C1=O)=O)CC1=NC(=NO1)CC(=O)N(C1=C(C=CC=C1)OC)CC1OCC(C1)O)=O (5-((3-(cyclopropylmethyl)-2,4,5-trioxoimidazolidin-1-yl)methyl)-1,2,4-oxadiazol-3-yl)-N-((4-hydroxytetrahydrofuran-2-yl)methyl)-N-(2-methoxyphenyl)acetamide